3-(7-{[2-(3,4-difluorophenyl)cyclopropyl]amino}-5-(propylthio)-3H-1,2,3-triazolo[4,5-d]pyrimidin-3-yl)-5-(2-hydroxyethoxy)cyclopentane-1,2-diol FC=1C=C(C=CC1F)C1C(C1)NC=1C2=C(N=C(N1)SCCC)N(N=N2)C2C(C(C(C2)OCCO)O)O